N-(5-(4-(8-aminoimidazo[1,2-a]pyrazin-3-yl)-1H-pyrazol-1-yl)-6-methylpyridin-3-yl)-3-(trifluoromethyl)benzamide NC=1C=2N(C=CN1)C(=CN2)C=2C=NN(C2)C=2C=C(C=NC2C)NC(C2=CC(=CC=C2)C(F)(F)F)=O